DIHYDROPYRAZOLO[3,4-E]INDAZOLE N1NC=C2C1=C1C=NN=C1C=C2